7-(6-(1-((1-fluorocyclopropyl)(4-fluorophenyl)methyl)-1H-pyrazol-4-yl)pyrazin-2-yl)-[1,2,4]triazolo[1,5-a]pyridin-2-amine FC1(CC1)C(N1N=CC(=C1)C1=CN=CC(=N1)C1=CC=2N(C=C1)N=C(N2)N)C2=CC=C(C=C2)F